ClC1=CC=C(C(=N1)C(=O)NS(=O)(=O)C)N[C@H](C)C=1C=C(C=C2C(N(C(=NC12)N1CC2(CC1)CCN(CC2)C2=NN(C=C2)C)C)=O)C (R)-6-chloro-3-((1-(3,6-dimethyl-2-(8-(1-methyl-1H-pyrazol-3-yl)-2,8-diazaspiro[4.5]decan-2-yl)-4-oxo-3,4-dihydroquinazolin-8-yl)ethyl)amino)-N-(methylsulfonyl)picolinamide